methyl 2-hydroxy-6,7-dihydro-5H-pyrrolo[3,4-b]pyridine-3-carboxylate OC1=C(C=C2C(=N1)CNC2)C(=O)OC